ClC=1C=C(C(=O)NCC2(C(C(N(C(C2([2H])[2H])([2H])[2H])CC(NC(C([2H])([2H])[2H])(C([2H])([2H])[2H])C)=O)([2H])[2H])([2H])[2H])[2H])C=C(C1)F 3-chloro-5-fluoro-N-[[2,2,3,3,4,5,5,6,6-nonadeuterio-1-[2-oxo-2-[[2,2,2-trideuterio-1-methyl-1-(trideuteriomethyl)ethyl]amino]ethyl]-4-piperidyl]methyl]benzamide